C(C(C)C)C=1C(=CC2=C([C@@H]3CC4=C(CN3CC2)C(=C(C=C4)OC)OC)C1)OC (S)-2-isobutyl-3,9,10-trimethoxy-6,8,13,13a-tetrahydro-5H-dibenzo[a,g]quinolizine